BrCCO[Si](C)(C)C(C)(C)C 2-bromoethoxy-t-butyl-dimethylsilane